2-(3,5-dichlorophenyl)-6,7-dihydrooxazolo[5,4-D]pyrrolo[1,2-a]pyrimidine-9(5H)-one ClC=1C=C(C=C(C1)Cl)C=1OC=2N=C3N(C(C2N1)=O)CCC3